tridecenyl-phosphonic acid C(=CCCCCCCCCCCC)P(O)(O)=O